C(C)(C)(C)OC(NC1=CC(=C(C=C1)Br)S(=O)(=O)C1COC1)=O N-[4-bromo-3-(oxetan-3-ylsulfonyl)phenyl]carbamic acid tert-butyl ester